FC1=CC=C(C=C1)C1=NN(C(=C1SC1=CC=CC=C1)C(=O)NCCC)C 3-(4-fluorophenyl)-1-methyl-4-(phenylsulfanyl)-N-propyl-1H-pyrazole-5-carboxamide